5-(2,5-diazabicyclo[2.2.2]octan-2-yl)-2-(2,6-dioxopiperidin-3-yl)-4,7-difluoroisoindoline-1,3-dione C12N(CC(NC1)CC2)C=2C(=C1C(N(C(C1=C(C2)F)=O)C2C(NC(CC2)=O)=O)=O)F